(fluoro(2-(((3S,6S,10aS)-5-oxo-3-(3-(pyridin-3-yl)pyrrolidine-1-carbonyl)decahydropyrrolo[1,2-a]azocin-6-yl)carbamoyl)benzo[b]thiophen-5-yl)methyl)phosphonic acid FC(C1=CC2=C(SC(=C2)C(N[C@H]2CCCC[C@@H]3N(C2=O)[C@@H](CC3)C(=O)N3CC(CC3)C=3C=NC=CC3)=O)C=C1)P(O)(O)=O